ClC=1C(=NC(=NC1C)N1CCN(CC1)C(=O)[C@@H]1N(CCC1)C(=O)OC(C)(C)C)N[C@H](C)C1=C(C=C(C=C1)Cl)Cl tert-butyl (2R)-2-[4-[5-chloro-4-[[(1R)-1-(2,4-dichlorophenyl)ethyl]amino]-6-methyl-pyrimidin-2-yl]piperazine-1-carbonyl]pyrrolidine-1-carboxylate